(4S)-N-[4-morpholino-8-(2,3,5-trifluorophenyl)-3-quinolinyl]chroman-4-carboxamide O1CCN(CC1)C1=C(C=NC2=C(C=CC=C12)C1=C(C(=CC(=C1)F)F)F)NC(=O)[C@H]1CCOC2=CC=CC=C12